CN1N=C(C(=C1)NC=1N=CC2=C(N1)N(C(=C2)C#N)C2CCOCC2)OC2COC2 2-((1-Methyl-3-(oxetan-3-yloxy)-1H-pyrazol-4-yl)amino)-7-(tetrahydro-2H-pyran-4-yl)-7H-pyrrolo[2,3-d]pyrimidine-6-carbonitrile